(R)-2-(6-(7,8-dimethyl-[1,2,4]triazolo[1,5-a]pyridin-6-yl)-5-isopropyl-2H,7H-spiro[furo[3,2-b]pyrrolo[2,3-e]pyridine-3,3'-pyrrolidin]-1'-yl)acetamide CC1=C(C=2N(C=C1C1=C(C3=C(C=C4C(=N3)[C@@]3(CN(CC3)CC(=O)N)CO4)N1)C(C)C)N=CN2)C